The molecule is a steroid acid anion that is the conjugate base of 7alpha-hydroxy-3-oxo-4-cholestenoic acid, obtained by deprotonation of the carboxy group; major species at pH 7.3 It is a conjugate base of a 7alpha-hydroxy-3-oxo-4-cholestenoic acid. C[C@H](CCCC(C)C(=O)[O-])[C@H]1CC[C@@H]2[C@@]1(CC[C@H]3[C@H]2[C@@H](CC4=CC(=O)CC[C@]34C)O)C